Tert-butyl[(9-iodonon-7-yn-1-yl)oxy]dimethylsilane C(C)(C)(C)[Si](C)(C)OCCCCCCC#CCI